COC1=CC=C(CN(S(=O)(=O)C2=NN(C=C2F)C(C(=O)OC)(C)C)CC2=CC=C(C=C2)OC)C=C1 methyl 2-(3-(N,N-bis(4-methoxybenzyl) sulfamoyl)-4-fluoro-1H-pyrazol-1-yl)-2-methylpropionate